O[As](=O)([O-])[O-].[Na+].[Na+] The molecule is an inorganic sodium salt composed from sodium cations and arsenate dianions in a 2:1 ratio. It has a role as a poison. It contains an arsenate(2-).